isopropylidenebis(2-tert-butylphenyl) phosphite P1(OC2=C(C(=CC=C2)C(C)(C)C=2C(=C(C=CC2)O1)C(C)(C)C)C(C)(C)C)[O-]